N=1C=NN2C1C=C(C=C2)OC2=C(C=C(C=C2)C2=NN1C(C(=N2)N)=C(C=C1)C1CNC1)C (4-([1,2,4]triazolo[1,5-a]pyridin-7-yloxy)-3-methylphenyl)-5-(azetidin-3-yl)pyrrolo[2,1-f][1,2,4]triazin-4-amine